FC1=C(C#N)C=CC(=C1)SC 2-fluoro-4-(methylthio)benzonitrile